1-[(4-methyl-1-oxo-2H-isoquinolin-5-yl)sulfonyl]-2,3-dihydropyrrolo[3,2-b]pyridine-6-carbonitrile CC1=CNC(C2=CC=CC(=C12)S(=O)(=O)N1CCC2=NC=C(C=C21)C#N)=O